tert-butyl 4-(4-chlorophenoxy)-4-((3-(5-(5-oxo-4,5-dihydro-1,2,4-oxadiazol-3-yl)thiophen-3-yl)phenyl)carbamoyl)piperidine-1-carboxylate ClC1=CC=C(OC2(CCN(CC2)C(=O)OC(C)(C)C)C(NC2=CC(=CC=C2)C2=CSC(=C2)C2=NOC(N2)=O)=O)C=C1